2-(6-{[(1s,3r,5r)-1,5-dimethyl-8-azabicyclo[3.2.1]oct-3-yl]oxy}pyridazin-3-yl)-5-(2H-1,2,3-triazol-2-yl)pyridin-3-ol dihydrochloride Cl.Cl.C[C@@]12CC(C[C@@](CC1)(N2)C)OC2=CC=C(N=N2)C2=NC=C(C=C2O)N2N=CC=N2